3,3-dimethylproline CC1([C@H](NCC1)C(=O)O)C